CC(C)CN1C2=NN(C(=C2C(=O)N(C1=O)C)C3=CC=NC=C3)CC4=CC=CC5=CC=CC=C54 The molecule is a pyrazolopyrimidine that is alloxanthine which is substituted at positions 2, 3, 5, and 7 by 1-naphthylmethyl, 4-pyridyl, methyl, and isobutyl groups, respectively. It derives from an alloxanthine.